C(C1=CC=CC=C1)O[C@H]1[C@@H](CCCC1)N (1R,2R)-2-(benzyloxy)cyclohexan-1-amine